C(C)OC(=O)C=1C=NN(C1)[C@@H]1CC[C@H](CC1)O 1-((Trans)-4-hydroxycyclohexyl)-1H-pyrazole-4-carboxylic acid ethyl ester